(S)-4-ethyl-1-ethynyl-N-(1-methylcyclopropyl)-5-oxo-1,2,4,5-tetrahydroimidazo[1,2-a]quinazoline-7-sulfonamide C(C)N1C=2N(C3=CC=C(C=C3C1=O)S(=O)(=O)NC1(CC1)C)[C@H](CN2)C#C